FC1=NC(=CC=C1C1=NN2C(O[C@H](CC2)C)=C1C(=O)OCC)NC(C)C Ethyl (5S)-2-[2-fluoro-6-(propan-2-ylamino)pyridin-3-yl]-5-methyl-6,7-dihydro-5H-pyrazolo[5,1-b][1,3]oxazine-3-carboxylate